C(#N)[C@H]1N(CC(C1)(F)F)C(CNC(=O)C1=CC=NC2=CC(=CC=C12)F)=O (S)-N-(2-(2-cyano-4,4-difluoropyrrolidin-1-yl)-2-oxoethyl)-7-fluoroquinoline-4-carboxamide